(R)-2-amino-1-(4-nitrophenyl)-1,3-propanediol NC([C@H](O)C1=CC=C(C=C1)[N+](=O)[O-])CO